CC(C#C)(O[SiH3])C 1,1-dimethyl-2-propynyloxysilane